ClC1=CC=C(C=C1)C(C(C(CC)O)C1=CC=CC=C1)=O 1-(4-chlorophenyl)-3-hydroxy-2-phenyl-1-pentanone